diethyl 2-cyano-2,3-di-n-pentylsuccinate C(#N)C(C(=O)OCC)(C(C(=O)OCC)CCCCC)CCCCC